C1(CC1)N1C(=NC2=C1C=C(C=C2)C#N)N2C=NC1=C2C=NC=C1 Cyclopropyl-2-(3H-imidazo[4,5-c]pyridin-3-yl)-1H-benzo[d]imidazole-6-carbonitrile